4-[(4-fluoro-2-methyl-5-nitrophenyl)disulfanyl]-3-methyl-2-nitrobenzol FC1=CC(=C(C=C1[N+](=O)[O-])SSC1=C(C(=CC=C1)[N+](=O)[O-])C)C